methyl 3-[6-amino-5-cyano-4-isopropyl-3-methyl-1H-pyrano[2,3-c]pyrazol-4-yl]-5-bromobenzoate NC1=C(C(C2=C(NN=C2C)O1)(C(C)C)C=1C=C(C(=O)OC)C=C(C1)Br)C#N